FC(C=1C=NC(=NC1)C=1C=NN(C1C(=O)O)C)F 4-(5-(difluoromethyl)pyrimidin-2-yl)-1-methyl-1H-pyrazole-5-carboxylic acid